C(C)(C)C=1C=NN2C1N=C(N=C2O)SC 8-isopropyl-2-(methylthio)pyrazolo[1,5-a][1,3,5]triazin-4-ol